N-[2-(1,3-benzodioxol-5-yl)-1-methyl-ethyl]-N-methyl-carbamic acid chloromethyl ester ClCOC(N(C)C(CC1=CC2=C(OCO2)C=C1)C)=O